methyl-2'-deoxycytidine 5'-triphosphate P(O)(=O)(OP(=O)(O)OP(=O)(O)O)OC[C@@H]1[C@H](C[C@@](O1)(N1C(=O)N=C(N)C=C1)C)O